1-(tert-Butyl)-3-(3,5-dichlorophenyl)-5-methyl-pyrazol-4-ol C(C)(C)(C)N1N=C(C(=C1C)O)C1=CC(=CC(=C1)Cl)Cl